CC(C(CO)O)C 3-methyl-1,2-butanediol